(1-(4-fluorobenzyl)-1H-pyrazol-4-yl)(8-(2-hydroxyethyl)-2-(1-(trifluoromethyl)cyclopropane-1-carbonyl)-2,6-diazaspiro[3.4]octan-6-yl)methanone FC1=CC=C(CN2N=CC(=C2)C(=O)N2CC3(CN(C3)C(=O)C3(CC3)C(F)(F)F)C(C2)CCO)C=C1